CN(C)C1(CC1)CON1CC=C(C=C1)N1CC2(CNC(N2)=O)CCC1 1-(((dimethylamino)cyclopropyl)methoxy)-4-(2-oxo-1,3,7-triazaspiro[4.5]decan-7-yl)pyridine